CC=1C=CC=2N(C3=CC=C(C=C3C2C1)C)C1=C(C#N)C(=C(C(=C1N1C2=CC=C(C=C2C=2C=C(C=CC12)C)C)C1=NC2=C(N1C1=CC=CC=C1)C=CC=C2)N2C1=CC=C(C=C1C=1C=C(C=CC21)C)C)N2C1=CC=C(C=C1C=1C=C(C=CC21)C)C 2,3,5,6-tetrakis(3,6-dimethyl-9H-carbazol-9-yl)-4-(1-phenyl-1H-benzo[d]imidazol-2-yl)benzonitrile